FC=1C(=NC(N(C1)C1OCCC1)=O)NC(CCCCCCCCCCC)=O N-(5-fluoro-2-oxo-1-(tetrahydrofuran-2-yl)-1,2-dihydropyrimidin-4-yl)dodecanamide